4-(3,4-Dimethylphenyl)-1-ethyl-6-methyl-1,6-dihydro-7H-pyrrolo[2,3-c]pyridin-7-one CC=1C=C(C=CC1C)C=1C2=C(C(N(C1)C)=O)N(C=C2)CC